FC(C)(F)C1=NC=CC(=C1)C1=CN(C2=CN=C(C=C21)NC(C)=O)C N-(3-(2-(1,1-difluoroethyl)pyridin-4-yl)-1-methyl-1H-pyrrolo[2,3-c]pyridin-5-yl)acetamide